C(=O)O.C(=O)O.N1(CCCCC1)CCCC1=C(N=C2SC3=C(N21)C=CC(=C3)C(=O)N)C3=CC=C(C=C3)C3NCCC3 (3-(piperidin-1-yl)propyl)-2-(4-(pyrrolidin-2-yl)phenyl)benzo[d]imidazo[2,1-b]thiazole-7-carboxamide diformate